methyl 2-(1-((tert-butoxycarbonyl)amino)ethyl)-5-methyl-3-(4,4,5,5-tetramethyl-1,3,2-dioxaborolan-2-yl)benzofuran-7-carboxylate C(C)(C)(C)OC(=O)NC(C)C=1OC2=C(C1B1OC(C(O1)(C)C)(C)C)C=C(C=C2C(=O)OC)C